FC1=C2C(=CNC2=C(C(=C1F)F)F)C=O 4,5,6,7-TETRAFLUOROINDOLE-3-CARBOXALDEHYDE